6-bromopyrazolo[1,5-a]pyrimidine-3-carbaldehyde BrC=1C=NC=2N(C1)N=CC2C=O